ClC=1C=NC(=NC1)NC1=CC(=C(C(=C1)O)N1CC(NS1(=O)=O)=O)F 5-[4-[(5-Chloropyrimidin-2-yl)amino]-2-fluoro-6-hydroxy-phenyl]-1,1-dioxo-1,2,5-thiadiazolidin-3-one